ClC=1C(=NC=CC1)C(C)(C)NC1=NC=C(C=N1)C1=NC=NO1 [1-(3-chloro(2-pyridyl))-isopropyl](5-(1,2,4-oxadiazol-5-yl)pyrimidin-2-yl)amine